O[C@](COC1CCC(CC1)NC(=O)C=1C2=C(N=C(N1)N1C=NC=C1)C=CN2)(C(C)C)C N-((1R,4r)-4-((S)-2-hydroxy-2,3-dimethylbutoxy)cyclohexyl)-2-(1H-imidazol-1-yl)-5H-pyrrolo[3,2-d]pyrimidine-4-carboxamide